C(C)(C)NC(NC(C)C)[SiH3] bis(isopropyl-amino)methylsilane